1-((3R,4S)-3-Fluoro-4-((4-methoxy-5-(1-(2,2,2-trifluoroethyl)-1H-benzo[d][1,2,3]triazol-6-yl)pyrrolo[2,1-f][1,2,4]triazin-2-yl)amino)piperidin-1-yl)ethan-1-one F[C@@H]1CN(CC[C@@H]1NC1=NN2C(C(=N1)OC)=C(C=C2)C=2C=CC1=C(N(N=N1)CC(F)(F)F)C2)C(C)=O